CC1(OCC[C@H](C1)C1=NC=2C(=NC=CC2C2CCNCC2)N1)C |r| (rac)-2-(2,2-dimethyltetrahydropyran-4-yl)-7-(4-piperidyl)-3H-imidazo[4,5-b]pyridine